N1(N=NN=C1)C[C@H](C)OC=1C=C(C=CC1Cl)C=1C=NC(=NC1)NC=1C(=NN(C1)C1CCC(CC1)N1CCOCC1)OCCOCC 5-(3-(((S)-1-(1H-tetrazol-1-yl)propan-2-yl)oxy)-4-chlorophenyl)-N-(3-(2-ethoxyethoxy)-1-((1r,4r)-4-morpholinocyclohexyl)-1H-pyrazol-4-yl)pyrimidin-2-amine